bromodiethylene glycol dimethyl ether COC(COCCOC)Br